ethyl 2-[5-(3-bromophenyl)-2-(cyclopropylmethyl)-1-[(4-sulfamoylphenyl) methyl] pyrrol-3-yl]-5-methyl-thiazole-4-carboxylate BrC=1C=C(C=CC1)C1=CC(=C(N1CC1=CC=C(C=C1)S(N)(=O)=O)CC1CC1)C=1SC(=C(N1)C(=O)OCC)C